7-ethyl-4-(methylamino)-1-(2-methylpyridin-3-yl)-3-nitro-1,8-naphthyridine C(C)C1=CC=C2C(=C(CN(C2=N1)C=1C(=NC=CC1)C)[N+](=O)[O-])NC